benzyl (3S)-1-(2,2-dimethyl-1,3-dioxan-5-yl)-1,2,3,4-tetrahydro-beta-carboline-3-carboxylate CC1(OCC(CO1)C1N[C@@H](CC=2C3=CC=CC=C3NC12)C(=O)OCC1=CC=CC=C1)C